2-(4-{[2-(3-{[4-methanesulfonyl-2-(2-methoxyethoxy)phenyl]amino}prop-1-yn-1-yl)-1-(2,2,2-trifluoroethyl)-1H-indol-4-yl]amino}piperidin-1-yl)ethan-1-ol CS(=O)(=O)C1=CC(=C(C=C1)NCC#CC=1N(C2=CC=CC(=C2C1)NC1CCN(CC1)CCO)CC(F)(F)F)OCCOC